(5R)-5-phenyl-N-[(3S)-6,8-difluoro-4-oxo-3,5-dihydro-2H-1,5-benzoxazepine-3-yl]-6,7-dihydro-5H-pyrrolo[1,2-b][1,2,4]Triazole-2-carboxamide C1(=CC=CC=C1)[C@H]1CCC=2N1N=C(N2)C(=O)N[C@H]2COC1=C(NC2=O)C(=CC(=C1)F)F